BrC(C(=O)NC=1OC(=NN1)C1=CC=C(C=C1)C)(C)C 2-bromo-2-methyl-N-(5-p-tolyl-1,3,4-oxadiazol-2-yl)-propionamide